FC1=NC(=CC(=C1)NC=1C=NC=2CCN(CC2C1)C=1C(=CC=2N(N1)C(C=CN2)=O)C)F 7-(3-((2,6-difluoropyridin-4-yl)amino)-7,8-dihydro-1,6-naphthyridin-6(5H)-yl)-8-methyl-4H-pyrimido[1,2-b]pyridazin-4-one